C(C)OC(=O)C=1N=C2N(C=C(N=C2N[C@@H]2CC[C@H](CC2)NC(=O)OC(C)(C)C)Br)C1 6-Bromo-8-(trans-4-tert-butoxycarbonylamino-cyclohexylamino)-imidazo[1,2-a]pyrazine-2-carboxylic acid ethyl ester